C(C)(C)(C)OC(N=[S@](=O)(C=1SC(=CC1F)C(C)(C)O)N)=O.C1(=CC=CC=C1)N=NNC1=CC=CC=C1 1,3-diphenyl-triazene Tert-butyl-(S)-(amino(3-fluoro-5-(2-hydroxypropan-2-yl)thiophen-2-yl)(oxo)-λ6-sulfaneylidene)carbamate